COC=1C=C2C(=NC(=NC2=CC1OC)C)N[C@H](C)C1=CC=C(C#N)C=C1 4-{(1R)-1-[(6,7-dimethoxy-2-methylquinazolin-4-yl)amino]ethyl}benzonitrile